COC(=O)C1CN(CC1NC(=O)OC(C)(C)C)C1=NC=NC(=N1)C1=CC=C(C=C1)O 4-((tert-Butoxycarbonyl)amino)-1-(4-(4-hydroxyphenyl)-1,3,5-triazin-2-yl)pyrrolidine-3-carboxylic acid methyl ester